CC1=NNC(=C1C1=CC=C(N1)C(=O)N1C[C@H](CC1)C(=O)NC1=CC(=C(C(=C1)F)F)F)C (S)-1-(5-(3,5-dimethyl-1H-pyrazol-4-yl)-1H-pyrrole-2-carbonyl)-N-(3,4,5-trifluorophenyl)pyrrolidine-3-carboxamide